Decan-8-amine HCl Cl.CCCCCCCC(CC)N